2-amino-7-cyclopentyl-imidazo[5,1-f][1,2,4]Triazin-4(3H)-one NC1=NN2C(C(N1)=O)=CN=C2C2CCCC2